O=C1N(C(C2=CC=CC=C12)=O)C1COC(OC1)CCNC(=O)C=1C=C(C2=C([C@@](CO2)(C2=CC=CC=C2)CC)C1)C(=O)NC |o1:27| (S*)-N5-(2-((2r,5S)-5-(1,3-dioxoisoindolin-2-yl)-1,3-dioxan-2-yl)ethyl)-3-ethyl-N7-methyl-3-phenyl-2,3-dihydrobenzofuran-5,7-dicarboxamide